C(C1=CC=CC=C1)OC1=C(C=CC=C1)C1CCC(CC1)OC[C@]1(C[C@H](CC1)NS(=O)(=O)C)C1=NC(=NO1)CCl N-((1S,3S)-3-((((1s,4R)-4-(2-(benzyloxy)phenyl)cyclohexyl)oxy)methyl)-3-(3-(chloromethyl)-1,2,4-oxadiazol-5-yl)cyclopentyl)methanesulfonamide